C(C)OS(=O)(=O)[O-].C(C=C)(=O)OCC[N+](C)(C)CC 2-(acryloyloxy)-N-ethyl-N,N-dimethylethan-1-aminium ethyl-sulfate